racemic-2-aminomethyltetrahydrofuran NC[C@@H]1OCCC1 |r|